ClC=1C2=C(N=C(N1)C1=CC=NC=C1)C=NC=C2 4-chloro-2-(pyridin-4-yl)pyrido[3,4-d]pyrimidine